C(C)N(CC(=O)O)C(=O)OCC1C2=CC=CC=C2C=2C=CC=CC12 2-[ethyl(9H-fluoren-9-ylmethoxycarbonyl)amino]acetic acid